BrC=1C(=NC=CC1)CCO[Si](C)(C)C(C)(C)C 3-bromo-2-(2-((tert-butyldimethylsilyl)oxy)ethyl)pyridine